2-(3,4-dichlorophenyl)-1-ethyl-5-(2-fluoro-4-pyridyl)-6-methyl-4-oxo-pyridine-3-carboxylic acid ClC=1C=C(C=CC1Cl)C=1N(C(=C(C(C1C(=O)O)=O)C1=CC(=NC=C1)F)C)CC